N-[(1S)-1-[[2-chloro-5-(1-isopropyl-6-oxo-3-pyridyl)phenyl]methyl]-2-[3-hydroxy-4-(1H-pyrazol-4-yl)anilino]-2-oxo-ethyl]-2-methyl-pyrazole-3-carboxamide ClC1=C(C=C(C=C1)C1=CN(C(C=C1)=O)C(C)C)C[C@@H](C(=O)NC1=CC(=C(C=C1)C=1C=NNC1)O)NC(=O)C=1N(N=CC1)C